(R)-3,5-dihydroxy-4-(4-((tetrahydrofuran-3-yl)amino)isoindoline-2-carbonyl)benzonitrile OC=1C=C(C#N)C=C(C1C(=O)N1CC2=CC=CC(=C2C1)N[C@H]1COCC1)O